isopentyl (3R,6S)-8-((S)-1-((4-amino-4-oxobutyl)amino)-1-oxo-3-phenylpropan-2-yl)-6-benzyl-3-methyl-4,7-dioxohexahydro-pyrazino[2,1-c][1,2,4]oxadiazine-1(6H)-carboxylate NC(CCCNC([C@H](CC1=CC=CC=C1)N1CC2N(O[C@@H](C(N2[C@H](C1=O)CC1=CC=CC=C1)=O)C)C(=O)OCCC(C)C)=O)=O